CC=1SC(=CN1)C(=O)N[C@@H](CO)C(=O)N[C@@H](COC)C(=O)N[C@H](C(=O)[C@@]1(OC1)C)CC1=CC=CC=C1 (2-methyl-5-thiazolyl-carbonyl)-L-seryl-O-methyl-N-[(1S)-2-[(2R)-2-methyl-2-oxiranyl]-2-oxo-1-(phenylmethyl)ethyl]-L-serinamide